FC1=C(OC[C@@H](/C=C/[C@H]2[C@H](C[C@@H]3OC[C@H](CC[C@@H]32)CCCC(=O)OC(C)C)OC=O)OC3OCCCC3)C=C(C=C1)F 2-propanyl 4-[(3S,5aR,6R,7S,8aS)-6-[(1E,3R)-4-(2,5-difluorophenoxy)-3-(tetrahydro-2H-pyran-2-yloxy)-1-buten-1-yl]-7-(formyloxy)octahydro-2H-cyclopenta[b]oxepin-3-yl]butanoate